C(C)(=O)NC1=NC=CC(=C1)C1=C(N=C(N1COCC[Si](C)(C)C)SC)C=1C=C(C=CC1)NC(CC1=C(C=CC=C1F)F)=O N-(3-(5-(2-acetamidopyridin-4-yl)-2-(methylthio)-1-((2-(trimethylsilyl)ethoxy)methyl)-1H-imidazol-4-yl)phenyl)-2-(2,6-difluorophenyl)acetamide